BrC=1C=NN2C1NC(=C(C2=O)C(C)C)C2=CC=CC=C2 3-Bromo-6-isopropyl-5-phenylpyrazolo[1,5-a]pyrimidin-7(4H)-one